2-[4-[(3R,5R)-5-[(3-Bromo-4-oxo-pyrido[1,2-a]pyrimidin-2-yl)amino]-1-methyl-3-piperidyl]phenoxy]acetic acid BrC1=C(N=C2N(C1=O)C=CC=C2)N[C@@H]2C[C@@H](CN(C2)C)C2=CC=C(OCC(=O)O)C=C2